C(CCCCCCCCCCCCC)Br Tetradecyl bromide